C(C)(C)(C)OC([C@@H](C)NC(NC=1SC(=C(C1C(=O)OCC)C)C=1OC=CN1)=O)=O ethyl (R)-2-(3-(1-(tert-butoxy)-1-oxopropan-2-yl)ureido)-4-methyl-5-(oxazol-2-yl)thiophene-3-carboxylate